ClC=1C(=C2CC(CC2=CC1)NC=1C=CC(=NC1)[C@@H](C(F)(F)F)N(C(=O)C1(CC1)NS(=O)(=O)C)C)F N-((1S)-1-(5-((5-Chloro-4-fluoro-2,3-dihydro-1H-inden-2-yl)amino)pyridin-2-yl)-2,2,2-trifluoroethyl)-N-methyl-1-(methylsulfonamido)cyclopropane-1-carboxamide